N1=C(C=CC=C1)C1C(C1)C(=O)C=1N=C2N(N1)[C@@H](C[C@@H]2F)C2=CC=CC=C2 [2-(2-pyridinyl)cyclopropyl]-[(5s,7s)-7-fluoro-5-phenyl-6,7-dihydro-5H-pyrrolo[1,2-b][1,2,4]triazol-2-yl]methanone